NC1=CC(=C(C=C1)C(=O)N1CCN(CC1)CC1CC1)Cl (4-amino-2-chlorophenyl)(4-(cyclopropylmethyl)piperazin-1-yl)methanone